3-(3-fluorophenyl)-1-methyl-1H-indazole-7-carbaldehyde FC=1C=C(C=CC1)C1=NN(C2=C(C=CC=C12)C=O)C